5-bromo-N-isopropyl-4-(trifluoromethyl)pyridin-2-amine BrC=1C(=CC(=NC1)NC(C)C)C(F)(F)F